BrC(C(=O)C1=CNC2=CC=CC=C12)CC 3-(2-bromobutanoyl)indole